benzimidazole terbium [Tb].N1=CNC2=C1C=CC=C2